dimethylsilanediylbis(3-propyl-1H-indene) C[Si](C1C=C(C2=CC=CC=C12)CCC)(C1C=C(C2=CC=CC=C12)CCC)C